C(CC)(=O)I propanoyl Iodide